N-(4-bromo-2-methylphenyl)-2-(hydroxyimino)acetamide BrC1=CC(=C(C=C1)NC(C=NO)=O)C